ClC1=C(C(=CC=C1Cl)OCOC)C1CC(CN1S(=O)(=O)C1=CC=C(C=C1)C)C(=O)N 5-[2,3-dichloro-6-(methoxymethoxy)phenyl]-1-(4-methylbenzenesulfonyl)pyrrolidin-3-carboxamide